2-[1-(thien-2-ylmethyl)-1H-indole-3-carboxamido]Benzoic acid S1C(=CC=C1)CN1C=C(C2=CC=CC=C12)C(=O)NC1=C(C(=O)O)C=CC=C1